2-(4-{[formyl-(methyl)amino]methyl}-3-hydroxyphenyl)-2H-indazole-7-carboxamide C(=O)N(C)CC1=C(C=C(C=C1)N1N=C2C(=CC=CC2=C1)C(=O)N)O